CC1NC2=CC=CC=C2C(C1)C 2,4-Dimethyl-1,2,3,4-tetrahydroquinoline